COCC1(C(=C(C2=CC=CC=C12)C)C)COC 1,1-bis(methoxymethyl)-2,3-dimethylindene